C(C)[C@H]1CC2=C(CN(C1)C(=O)OC(C)(C)C)N=CC=C2 tert-butyl (S)-6-ethyl-5,6,7,9-tetrahydro-8H-pyrido[2,3-c]azepine-8-carboxylate